O=I(=O)OI(=O)=O diiodine pentoxide